(1R,5S,6r)-N-(2-(8-(methylthio)imidazo[1,5-a]pyridin-3-yl)propan-2-yl)-3-azabicyclo[3.1.0]hexane-6-carboxamide hydrochloride Cl.CSC=1C=2N(C=CC1)C(=NC2)C(C)(C)NC(=O)C2[C@H]1CNC[C@@H]21